6-Ethoxy-4-(5-(piperazin-1-yl)pyrazin-2-yl)pyrazolo[1,5-a]pyridine-3-carbonitrile C(C)OC=1C=C(C=2N(C1)N=CC2C#N)C2=NC=C(N=C2)N2CCNCC2